1,6,7,11-tetrahydro-3H-2,7-methanopyrido[1,2-a][1,4]diazonine-10-carboxamide C1C=2N(C3CC=CCN1C3)C=C(CC2)C(=O)N